4-(2-chloro-4-fluorophenyl)-7-methoxyisoquinolin-1(2H)-one ClC1=C(C=CC(=C1)F)C1=CNC(C2=CC(=CC=C12)OC)=O